Perbromic Acid Br(=O)(=O)(=O)O